[N+](=O)([O-])C1=CC=C(C=C1)NC(=O)NC1=CC=C(C=C1)OC=1C=C2CCN(C(C2=CC1)C1=CC=C(C=C1)Cl)C 1-(4-nitrophenyl)-3-(4-((2-methyl-1-(p-chlorophenyl)-1,2,3,4-tetrahydroisoquinolin-6-yl)oxy)phenyl)urea